CC/C=C\\CC(=O)/C=C/C=C\\C/C=C\\C/C=C\\C/C=C\\CCC(=O)[O-] The molecule is an oxodocosahexaenoate that is the conjugate base of (4Z,7Z,10Z,13Z,15E,19Z)-17-oxodocosahexaenoic acid, obtained by deprotonation of the carboxy group; major species at pH 7.3. It is a conjugate base of a (4Z,7Z,10Z,13Z,15E,19Z)-17-oxodocosahexaenoic acid.